C(C)N(C/C=C/C(=O)NC1=CC(=CC=C1)CNC1=NC(=NC=2N1N=CC2C(C)C)NC2CCOCC2)CC (E)-4-(diethylamino)-N-(3-(((8-isopropyl-2-((tetrahydro-2H-pyran-4-yl)amino)pyrazolo[1,5-a][1,3,5]triazin-4-yl)amino)methyl)phenyl)but-2-enamide